CC=1C=CC=2N(C1)N=CC2C2=C1CNC(C1=CC=C2)=O 4-(6-methylpyrazolo[1,5-a]pyridin-3-yl)isoindolin-1-one